C(CC)(=O)NCCCCCCN propionyl-hexamethylenediamine